N1(CCC1)C1=C(C(=O)NN)C=C(C=N1)C#N 2-(Azetidin-1-yl)-5-cyanonicotinohydrazide